2-([1,4]Dioxan-2-ylmethoxy)-9-[(furan-2-ylmethyl)-amino]-6,7-dihydro-pyrimido[6,1-a]isoquinolin-4-one O1C(COCC1)COC1=NC(N2C(C3=CC=C(C=C3CC2)NCC=2OC=CC2)=C1)=O